FC1=C2CN(CC2=CC=C1)C(=O)NC1=CC=C(C=C1)C=1CCN(CC1)S(N)(=O)=O 4-fluoro-N-(4-(1-sulfamoyl-1,2,3,6-tetrahydropyridin-4-yl)phenyl)isoindoline-2-carboxamide